(12E)-15-bromo-12-pentadecenyl acetate C(C)(=O)OCCCCCCCCCCC\C=C\CCBr